NC1=NC=NN2C1=C(C(=N2)C2=CC=C(C=C2)NC(C=C)=O)C2=CC(=C(C=C2)OC2=NC=CC=N2)F N-(4-(4-amino-5-(3-fluoro-4-(pyrimidin-2-yloxy)phenyl)pyrazolo[5,1-f][1,2,4]triazin-6-yl)phenyl)acrylamide